ClC1=NC=C2C=C(N=C(C2=C1)NCCO)C1=C(C(=CC(=C1Cl)OC)OC)Cl 2-((7-chloro-3-(2,6-dichloro-3,5-dimethoxyphenyl)-2,6-naphthyridin-1-yl)amino)ethan-1-ol